1-((2-((6-(5-methyl-1H-pyrazol-4-yl)benzo[d]thiazol-2-yl)amino)pyridin-4-yl)methyl)pyrrolidin-3-ol CC1=C(C=NN1)C1=CC2=C(N=C(S2)NC2=NC=CC(=C2)CN2CC(CC2)O)C=C1